trans-3-(boc-amino)-4-methoxypyrrolidine C(=O)(OC(C)(C)C)N[C@@H]1CNC[C@H]1OC